methyl 2-(2-{2-[4-(2-methylpyrazol-3-yl)indazol-1-yl]acetamido} acetamido)acetate CN1N=CC=C1C1=C2C=NN(C2=CC=C1)CC(=O)NCC(=O)NCC(=O)OC